ClC1=NN2C(C3=CC=CC=C13)=NN=C2C2=NOC(=C2)COC 3-(6-Chloro-[1,2,4]triazolo[3,4-a]phthalazin-3-yl)-5-(methoxymethyl)-1,2-oxazol